ClC1=NC=2N3N=C([C@H]4N(C(C(COCCCCN(C3=C1)C)(C1=CC=CC=C1)C)=O)CCCC4)C2 (18aS)-3-chloro-5,12-dimethyl-12-phenyl-6,7,8,9,11,12,16,17,18,18a-decahydro-5H,13H,15H-19,1-(metheno)pyrido[1,2-e]pyrimido[1,6-i][1,5,8,9,11]oxatetraazacyclopentadecin-13-one